C(=O)O.NC1=CN=NC2=CC(=CC=C12)C=1C=C(C=CC1N1N=CC(=C1)NC(C)=O)B(O)O [3-(4-AMINOCINNOLIN-7-YL)-4-(4-ACETAMIDO-1H-PYRAZOL-1-YL)PHENYL]BORONIC ACID FORMIC ACID SALT